C(C)(C)C1=CC=C(C=C1)CC(C)C1SCC(N1)C(=O)O 2-(1-(4-isopropylphenyl)propan-2-yl)thiazolidine-4-carboxylic acid